FC(C(C(=O)O)F)C(=O)O difluorosuccinic acid